FC(C=1N=C(SC1)NC1=CC=C(C=C1)C(C(=O)O)C)(F)F 2-(4-{[4-(trifluoromethyl)-1,3-thiazol-2-yl]amino}phenyl)propanoic acid